FC1=CC2=C(CC3(CCN(CC3)C(=O)OC(C)(C)C)O2)C=C1 tert-Butyl 6-fluorospiro[3H-benzofuran-2,4'-piperidine]-1'-carboxylate